Cl.COC([C@@](C(C)C)(N)C(C)(C)C)=O (S)-tert-butyl-2-amino-3-methylbutanoic acid methyl ester hydrochloride